CCCCCCCCCCCCCCCCCCCCOC[C@H](COP(=O)(O)OC[C@H](CO)O)OC(=O)CCC/C=C\C/C=C\C/C=C\C/C=C\CCCCC 1-eicosyl-2-(5Z,8Z,11Z,14Z-eicosatetraenoyl)-glycero-3-phospho-(1'-sn-glycerol)